COC=1C=C2C(NC=NC2=CC1C#N)=O 6-methoxy-4-oxo-3,4-dihydroquinazoline-7-carbonitrile